CN(NC(=O)OC(C)(C)C)C(=O)OC(C)(C)C di-tert-butyl 1-methylhydrazine-1,2-dicarboxylate